1,7,11,17-tetraoxa-2,6,12,16-tetraaza-cycloeicosane O1NCCCNOCCCONCCCNOCCC1